[C@H]12OC[C@H](N(C1)C1CCN(CC1)C1=C(C=C(C(=C1)OC)NC1=NC=NC(=C1)N1OCC[C@@H]1CC1=CC(=CC=C1)F)NC(C=C)=O)C2 N-(2-(4-((1R,4R)-2-oxa-5-azabicyclo[2.2.1]heptane-5-yl)piperidine-1-yl)-5-((6-((S)-3-(3-fluorobenzyl)isoxazolidine-2-yl)pyrimidine-4-yl)amino)-4-methoxyphenyl)acrylamide